ClC=1C=CC(=C(C1)C1=C2C(=NC(=C1)C)C(=CS2)C(=O)OC)OCCN2C(=NC=1CCC(CC1C2=O)=O)C(F)(F)F methyl 7-(5-chloro-2-(2-(4,6-dioxo-2-(trifluoromethyl)-5,6,7,8-tetrahydroquinazolin-3(4H)-yl)ethoxy)phenyl)-5-methylthieno[3,2-b]pyridine-3-carboxylate